C(CCCC)N(C(=O)NCC)C1=CC=CC=C1 N-pentyl-N'-ethylphenyl-urea